2-[7-amino-6-[(E)-3-[4-(piperazin-1-ylmethyl)phenyl]prop-1-enyl]imidazo[1,2-a]pyridin-2-yl]phenol trifluoroacetate FC(C(=O)O)(F)F.NC1=CC=2N(C=C1\C=C\CC1=CC=C(C=C1)CN1CCNCC1)C=C(N2)C2=C(C=CC=C2)O